iminoketone nickel [Ni].N=C=O